mono-tert-butyl ether C(C)(C)(C)OC(C)(C)C